OC[C@H](C1=CC=CC=C1)NC1=NC(=NC=C1C1=NNC(=N1)C)NC1=CC(=C(C(=O)N)C=C1)C 4-[[4-[[(1S)-2-hydroxy-1-phenyl-ethyl]amino]-5-(5-methyl-1H-1,2,4-triazol-3-yl)-pyrimidin-2-yl]amino]-2-methyl-benzamide